(3R)-3-{[2-(1-Ethyl-3-methyl-1H-pyrazol-4-yl)[1,2,4]triazolo[1,5-c]quinazolin-5-yl]amino}azepan-2-one C(C)N1N=C(C(=C1)C1=NN2C(=NC=3C=CC=CC3C2=N1)N[C@H]1C(NCCCC1)=O)C